(6Ar,10aR)-6,6,9-trimethyl-3-[(2S,3R)-3-methyloctan-2-yl]-6a,7,10,10a-tetrahydrobenzo[c]chromen-1-ol CC1(OC=2C=C(C=C(C2[C@H]2[C@H]1CC=C(C2)C)O)[C@@H](C)[C@@H](CCCCC)C)C